3-(5-(difluoromethyl)-1,3,4-thiadiazol-2-yl)-1-ethyl-N-(3-(fluoromethyl)oxetan-3-yl)-7-(2-methyl-1,2,3,6-tetrahydropyridin-4-yl)-2-oxo-2,3-dihydro-1H-benzo[d]imidazole-5-sulfonamide FC(C1=NN=C(S1)N1C(N(C2=C1C=C(C=C2C=2CC(NCC2)C)S(=O)(=O)NC2(COC2)CF)CC)=O)F